((S)-tetrahydrofuran-3-yl)quinoline-4-carboxamide O1C[C@@H](CC1)C1=NC2=CC=CC=C2C(=C1)C(=O)N